F[C@H]1CN(CC[C@H]1NC1=C2C=C(N(C2=CC=C1)CC(F)(F)F)C#CCNC1=C(C=C(C(=O)NCCO)C=C1)OC)C 4-{[3-(4-{[(3S,4R)-3-fluoro-1-methylpiperidin-4-yl]amino}-1-(2,2,2-trifluoroethyl)-1H-indol-2-yl)prop-2-yn-1-yl]amino}-N-(2-hydroxyethyl)-3-methoxybenzamide